tert-Butyl 4-[4-(5-chloroimidazo[1,2-a]pyridin-7-yl)-5-methyl-pyrazol-1-yl]piperidine-1-carboxylate ClC1=CC(=CC=2N1C=CN2)C=2C=NN(C2C)C2CCN(CC2)C(=O)OC(C)(C)C